1-methyl-3-pentylimidazolium CN1C=[N+](C=C1)CCCCC